1-[bis(dimethylamino)methylene]-1H-[1,2,3]triazolo[4,5-b]pyridine-1-ium-3-oxide hexafluorophosphate F[P-](F)(F)(F)(F)F.CN(C)C(=[N+]1N=[N+](C2=NC=CC=C21)[O-])N(C)C